C1(CC1)C=1C=NN2C1N=C(N=C2NCC2=NC1=C(N2)C=CC=C1OC)SC 8-cyclopropyl-N-[(4-methoxy-1H-benzimidazol-2-yl)methyl]-2-(methylsulfanyl)pyrazolo[1,5-a][1,3,5]triazin-4-amine